(S)-N-(4-(1-Acetyl-2-methyl-1,2,3,4-tetrahydroquinolin-6-yl)benzyl)-2-(2-aminopyrimidin-5-yl)-N,7-di-methyl-4-morpholinothieno[3,2-d]pyrimidine-6-carboxamide C(C)(=O)N1[C@H](CCC2=CC(=CC=C12)C1=CC=C(CN(C(=O)C2=C(C=3N=C(N=C(C3S2)N2CCOCC2)C=2C=NC(=NC2)N)C)C)C=C1)C